C(C1=CC=CC=C1)OCCN1CC(C(C1)F)O[Si](C)(C)C(C)(C)C 1-(2-(benzyloxy)ethyl)-3-((tert-butyldimethylsilyl)oxy)-4-fluoropyrrolidine